C12C=CC(C=C1)C2 2,5-norbornadien